Cl.N[C@@H](CCCNC(N)=N)C(=O)O Arginine hydrochloride salt